CC(=CCC=1C(=C(C(=CC1O)CCCCC)S(=O)(=O)NC=1C=NC=CC1)O)CCC=C(C)C 3-(3,7-dimethylocta-2,6-dien-1-yl)-2,4-dihydroxy-6-pentyl-N-(pyridin-3-yl)benzenesulfonamide